O1C(COCC1)COC1=C(C=C(C=N1)S(=O)(=O)N)C#N 6-((1,4-dioxan-2-yl)methoxy)-5-cyanopyridine-3-sulfonamide